Methyl 5-((S)-2-((S)-2-((tert-butoxycarbonyl) amino)-3-methylbutanamido) propanamido)-2-iodobenzoate C(C)(C)(C)OC(=O)N[C@H](C(=O)N[C@H](C(=O)NC=1C=CC(=C(C(=O)OC)C1)I)C)C(C)C